ethyl 4-[2-(1-acetyl-4-hydroxy-4-piperidyl)ethynyl]-2,6-dimethyl-7-oxo-1H-pyrrolo[2,3-c]pyridine-3-carboxylate C(C)(=O)N1CCC(CC1)(O)C#CC=1C2=C(C(N(C1)C)=O)NC(=C2C(=O)OCC)C